2-(2-butylethoxy)ethanol C(CCC)CCOCCO